ClC=1C=NC=C(C1)C(NCCN1CCCC1)=O 3-chloro-5-(N-2-[pyrrolidin-1-yl]ethyl-carbamoyl)-pyridin